2,2'-azetidinediylbis(ethan-1-ol) N1(C(CC1)CCO)CCO